CC1=NN(C(C1C(=O)OC1=CC=C(C=C1)[N+](=O)[O-])=O)C=1C=C2N=CC=NC2=CC1 4-nitrophenyl 3-methyl-5-oxo-1-(quinoxalin-6-yl)-4,5-dihydro-1H-pyrazole-4-carboxylate